ethyl 3-(3-{[6-(benzyloxy)-2,2-dioxo-2H-1,2λ6,3-benzoxathiazin-3(4H)-yl]methyl}-4-methylphenyl)-3-[1-(2-chloroethyl)-4-methyl-1H-benzotriazol-5-yl]propanoate C(C1=CC=CC=C1)OC=1C=CC2=C(CN(S(O2)(=O)=O)CC=2C=C(C=CC2C)C(CC(=O)OCC)C2=C(C3=C(N(N=N3)CCCl)C=C2)C)C1